C(C)(C)(C)C=1C=C(N(N1)CCN1CCOCC1)N 5-tert-butyl-2-(2-morpholin-4-ylethyl)-2H-pyrazol-3-ylamine